FC([C@@](C)(O)C=1C2=C(C=NN1)C=1N(C[C@H]2C)N=C(C1)C(F)(F)F)(F)F (S)-1,1,1-trifluoro-2-((S)-5-methyl-9-(trifluoromethyl)-5,6-dihydropyrazolo[1',5':1,2]pyrido[3,4-d]pyridazin-4-yl)propan-2-ol